(R)-5-(5-amino-3-((1-methylpiperidin-3-yl)amino)-1,2,4-triazin-6-yl)benzothiophene-4-ol NC=1N=C(N=NC1C1=CC=C2C(C=CS2)=C1O)N[C@H]1CN(CCC1)C